C(C)OC(C1=CC=C(C(=O)OCC)C=C1)=O terephthalic acid diethyl ester